N,N,2-trimethyl-3-(2-oxo-4-(o-tolyl)-2H-chromen-7-yl)propanamide CN(C(C(CC1=CC=C2C(=CC(OC2=C1)=O)C1=C(C=CC=C1)C)C)=O)C